1,1,3,3,3-pentafluoro-2-trifluoromethylpropyl methyl ether fluorine [F].COC(C(C(F)(F)F)C(F)(F)F)(F)F